L-N-Fmocalanine C(=O)(OCC1C2=CC=CC=C2C2=CC=CC=C12)N[C@@H](C)C(=O)O